C(C)(C)(C)OC(=O)N[C@H]1CN(CCC1)C1=NC=2N(C(N(C(C2N1CC#CC)=O)CC1=NC2=CC=CC=C2C(=N1)C)=O)C 8-[(3R)-3-tert-butoxycarbonylamino-1-piperidyl]-7-(2-butyn-1-yl)-3,7-dihydro-3-methyl-1-[(4-methyl-2-quinazolinyl)methyl]-1H-purine-2,6-dione